5-methyl-4-nitro-1-(epoxyhexane-3-yl)pyrazol-3-ol CC1=C(C(=NN1C(CC)CC1CO1)O)[N+](=O)[O-]